(1R,5S,8r)-3-(5-chloro-1-(tetrahydro-2H-pyran-2-yl)-1H-indazol-6-yl)-8-methyl-3-azabicyclo[3.2.1]octan-8-ol ClC=1C=C2C=NN(C2=CC1N1C[C@H]2CC[C@@H](C1)C2(O)C)C2OCCCC2